NN=CC1=CC=C(C=C1)N1CCN(CC1)C1CCN(CC1)CC(=O)O 4-[4-[4-(aminoiminomethyl)phenyl]-1-piperazinyl]-1-piperidineacetic Acid